2-((4-methoxypyrimidin-2-yl)oxy)-1-(4-(4-(5-(2,4,6-trichlorophenyl)-4,5-dihydroisoxazol-3-yl)thiazol-2-yl)piperidin-1-yl)ethan-1-one COC1=NC(=NC=C1)OCC(=O)N1CCC(CC1)C=1SC=C(N1)C1=NOC(C1)C1=C(C=C(C=C1Cl)Cl)Cl